ethyl 2-(bromomethyl)-3-fluorobenzoate BrCC1=C(C(=O)OCC)C=CC=C1F